[Na+].C(CCCCCCCCCCC)NC(C(=O)[O-])C N-dodecylaminopropionic acid sodium salt